1-(4-(((2-(2,6-Dimethylpyridin-4-yl)-3-isopropyl-1H-indol-5-yl)oxy)methyl)piperidin-1-yl)-2-methylpropan-2-ol CC1=NC(=CC(=C1)C=1NC2=CC=C(C=C2C1C(C)C)OCC1CCN(CC1)CC(C)(O)C)C